1-((5-(1H-pyrazol-1-yl)pyridin-2-yl)methyl)-4-(bicyclo[1.1.1]pentan-1-yl)-1,4-dihydropyrazine-2,3-dione N1(N=CC=C1)C=1C=CC(=NC1)CN1C(C(N(C=C1)C12CC(C1)C2)=O)=O